C(#N)C=C1[C@H](N(C1)C(=O)OCC1=CC=CC=C1)C Benzyl (R)-3-(cyanomethylene)-2-methylazetidine-1-carboxylate